ClC1=NC=2N(C(N(C(C2N1CC)=O)C)=O)C 8-chloro-7-ethyl-1,3-dimethyl-1H-purine-2,6(3H,7H)-dione